monobutyl thiophosphite P(SCCCC)([O-])[O-]